CN(C([S-])=S)C.CN(C([S-])=S)C.[Zn+2].ClC1=C(C(=CC=C1)Cl)COC=1C=NC(=NC1)N1CC(NCC1)C 5-[(2,6-dichlorophenyl)methoxy]-2-(3-methylpiperazin-1-yl)pyrimidine zinc bisdimethyldithiocarbamate